CN1C(=NC2=C(C1=O)C=NN2)N2CCC1(CCN(C1)C=1C=NC(=CC1)C(F)(F)F)CC2 5-methyl-6-(2-(6-(trifluoromethyl)pyridin-3-yl)-2,8-diazaspiro[4.5]decan-8-yl)-1,5-dihydro-4H-pyrazolo[3,4-d]pyrimidin-4-one